C(C)C(CC)C(C(C(C(CC)CC)=O)F)=O 3,7-diethyl-5-fluoro-4,6-nonanedione